FC(C1=NN=C(S1)N1C(N(C2=C1C=C(C(=C2)F)S(=O)(=O)NC2(CC2)CF)CC#C)=O)F 3-[5-(difluoromethyl)-1,3,4-thiadiazol-2-yl]-6-fluoro-N-[1-(fluoromethyl)cyclopropyl]-2-oxo-1-prop-2-ynyl-benzimidazole-5-sulfonamide